OC1=CC=C(C(=O)OC(CCC)CCCC)C=C1 ethyl-2-hexyl para-hydroxybenzoate